4-fluoro-3-methyl-benzene-1,2-diamine FC=1C(=C(C(=CC1)N)N)C